C(CCCCCCCCCC)C1CCCCC1 n-undecyl-cyclohexane